1-(2-hydroxypropyl)-7-oxo-4,5,6,7-tetrahydro-1H-pyrazolo[3,4-c]pyridine-3-carboxamide OC(CN1N=C(C2=C1C(NCC2)=O)C(=O)N)C